6-(azepan-1-yl)-N-(1-(2-hydroxyethyl)piperidin-4-yl)-1-methyl-1H-pyrazolo[3,4-b]pyridine-3-carboxamide N1(CCCCCC1)C1=CC=C2C(=N1)N(N=C2C(=O)NC2CCN(CC2)CCO)C